C1(C=CCCC1)=O cyclohexanenon